F[C@H]1[C@@](COC1)(C)N1CCN(CC1)C=1C=C2C=C(N=CC2=CC1C)NC(=O)[C@H]1[C@@H](C1)C1=NC=CC=C1 (1R,2R)-N-[6-[4-((3S,4S)-4-fluoro-3-methyl-tetrahydrofuran-3-yl)piperazin-1-yl]-7-methyl-3-isoquinolinyl]-2-(2-pyridinyl)cyclopropanecarboxamide